6-(5-((allyl-(cyclohexyl)amino)methyl)-1H-tetrazol-1-yl)-3-chloropicolinonitrile C(C=C)N(C1CCCCC1)CC1=NN=NN1C1=CC=C(C(=N1)C#N)Cl